N[C@@H]1CN(CC[C@H]1O)C1=CC(=NC=C1C=1C=NN(C1)CC(F)(F)F)NC1=CC=C2C(=N1)N(N=C2)C(C)C (3R,4R)-3-amino-1-(2-((1-isopropyl-1H-pyrazolo[3,4-b]pyridin-6-yl)amino)-5-(1-(2,2,2-trifluoroethyl)-1H-pyrazol-4-yl)pyridin-4-yl)piperidin-4-ol